[C@H]1(CCCN2CCCC[C@H]12)CO ((1R,9aR)-octahydro-2H-quinolizin-1-yl)methanol